Methyl 3-(3-(4-((4-fluorophenyl)carbamoyl)phenoxy) azetidin-1-yl)-2-(1H-pyrrol-1-yl)benzoate FC1=CC=C(C=C1)NC(=O)C1=CC=C(OC2CN(C2)C=2C(=C(C(=O)OC)C=CC2)N2C=CC=C2)C=C1